COC=1C=C(C=CC1)N1C(C=C(C2=C1N=C(N=C2)NC2=C(C=CC=C2)OC)C=C)=O 8-(3-Methoxyphenyl)-2-((2-methoxyphenyl)amino)-5-vinylpyrido[2,3-d]pyrimidin-7(8H)-one